ONC(=N)C1=CSC=C1 N-hydroxythiophene-3-carboximidamide